2-cyclopentyl-N-(1,1-dimethylsilacyclohexan-4-yl)-4H-pyrrolo[2,3-d]thiazole-5-carboxamide C1(CCCC1)C=1SC2=C(N1)NC(=C2)C(=O)NC2CC[Si](CC2)(C)C